BrC1=CC=C(C=C1)B(O)O para-bromophenylboronic acid